3,5,7-trimethyloctan-1-ol CC(CCO)CC(CC(C)C)C